2-(2-methoxyethoxy)acetohydrazide COCCOCC(=O)NN